N-[4-[N-methyl-N-(tetrahydropyran-4-yl)aminomethyl]phenyl]-7-(4-propoxyphenyl)-1,1-dioxo-2,3-dihydro-1-benzothiepine-4-carboxamide CN(C1CCOCC1)CC1=CC=C(C=C1)NC(=O)C=1CCS(C2=C(C1)C=C(C=C2)C2=CC=C(C=C2)OCCC)(=O)=O